anthracene-d2 [2H]C1=CC=C2C=C3C=CC=CC3=CC2=C1[2H]